COC1=C(C=CC=C1OC)/C=C/C(=O)NCCCCNC(\C(=C\CO)\C)=O (E)-N-(4-((E)-3-(2,3-dimethoxyphenyl)acrylamido)butyl)-4-hydroxy-2-methylbut-2-enamide